3,6-diamino-N2,N5-bis(2-aminoethyl)pyrazine-2,5-dicarboxamide BisTFA Salt OC(=O)C(F)(F)F.OC(=O)C(F)(F)F.NC=1C(=NC(=C(N1)C(=O)NCCN)N)C(=O)NCCN